(3-AMINOPYRAZOL-1-YL)ACETIC ACID NC1=NN(C=C1)CC(=O)O